ethyl ethaneimidate C(C)(OCC)=N